N-(6-((cis)-4-Hydroxycyclohexyl)thiazolo[4,5-b]pyrazin-2-yl)-4-(2-methoxyphenyl)-6-methylnicotinamide O[C@H]1CC[C@H](CC1)C=1N=C2C(=NC1)N=C(S2)NC(C2=CN=C(C=C2C2=C(C=CC=C2)OC)C)=O